C(#N)C1=C(OC=2C=C3C(N(C=NC3=CC2)C2[C@@H]3CN(C[C@H]23)C2=CC=C(C(=O)OC(C)(C)C)C=C2)=O)C(=CC=C1NS(N(C)CC)(=O)=O)F tert-butyl 4-[(1R,5S)-6-[6-[2-cyano-3-[[ethyl(methyl)sulfamoyl]amino]-6-fluoro-phenoxy]-4-oxo-quinazolin-3-yl]-3-azabicyclo[3.1.0]hexan-3-yl]benzoate